C1(CC1)C1=C(C(=NO1)C1=C(C=CC=C1Cl)Cl)COC1CCN(CC1)C1=NN(C(=N1)C1=NOC(N1)=O)COCC[Si](C)(C)C 3-(3-(4-((5-cyclopropyl-3-(2,6-dichlorophenyl)isoxazol-4-yl)methoxy)piperidin-1-yl)-1-((2-(trimethylsilyl)ethoxy)methyl)-1H-1,2,4-triazol-5-yl)-1,2,4-oxadiazol-5(4H)-one